Hexanoic acid (2,6-dimethyl-4-morpholin-4-yl-phenyl)-amide CC1=C(C(=CC(=C1)N1CCOCC1)C)NC(CCCCC)=O